2-(2,6-dioxopiperidin-3-yl)-5-fluoro-1-oxoisoindolin O=C1NC(CCC1N1C(C2=CC=C(C=C2C1)F)=O)=O